C(C)(C)C1=C(C=C(C=C1O)\C=C\C1=CC=CC=C1)O (E)-2-isopropyl-5-styryl-benzene-1,3-diol